Bis(2,3,5,6-tetrahydrobenzo[1,2-b:5,4-b']difuran-8-yl)chlorophosphine O1C2=C(CC1)C=C1C(OCC1)=C2P(Cl)C2=C1OCCC1=CC1=C2OCC1